FC1=CC=C(C=C1)OC(=O)N1C[C@@H](CC(C1)(F)F)N1C(CCCC1)=O (3'r)-5',5'-difluoro-2-oxo[1,3'-bipiperidine]-1'-carboxylic acid 4-fluorophenyl ester